1-(2-bromo-6-((tert-butoxycarbonyl)amino)phenyl)-1H-indole-2-carboxylic acid BrC1=C(C(=CC=C1)NC(=O)OC(C)(C)C)N1C(=CC2=CC=CC=C12)C(=O)O